1,4-diazepan-1-carboxylic acid N1(CCNCCC1)C(=O)O